(3R,6R)-6-((S)-sec-butyl)-3-(2,3-dihydro-1H-inden-2-yl)-1-((1-methyl-6,8-dihydro-5H-imidazo[5,1-c][1,4]oxazin-3-yl)(2-methyloxazol-4-yl)methyl)piperazine-2,5-dione [C@H](C)(CC)[C@@H]1C(N[C@@H](C(N1C(C=1N=C(OC1)C)C1=NC(=C2COCCN21)C)=O)C2CC1=CC=CC=C1C2)=O